CN1N=CC(=C1)NCC(=O)OCC ethyl 2-[(1-methylpyrazol-4-yl)amino]acetate